N-(5-((6-((R)-3-(3,5-difluorophenyl)-isoxazolidine-2-yl)pyrimidine-4-yl)amino)-2-(4-(6-ethyl-3,6-diazabicyclo[3.1.1]heptane-3-yl)piperidine-1-yl)-4-methoxyphenyl)acrylamide FC=1C=C(C=C(C1)F)[C@@H]1N(OCC1)C1=CC(=NC=N1)NC=1C(=CC(=C(C1)NC(C=C)=O)N1CCC(CC1)N1CC2N(C(C1)C2)CC)OC